NC1=NC(=C2N=CN(C2=N1)[C@H]1C=C[C@H](C1)COP1(OCC[C@H](O1)C1=CC=CC=C1)=O)OC (4S)-2-(((1S,4R)-4-(2-amino-6-methoxy-9H-purin-9-yl)cyclopent-2-en-1-yl)methoxy)-4-phenyl-1,3,2-dioxaphosphinane 2-oxide